C(C)(C)(C)OC(=O)NC(C(=O)OC)C1=CC=C(C=C1)O Methyl 2-((tert-butoxycarbonyl)-amino)-2-(4-hydroxyphenyl)-acetate